3-hydroxybutanoate OC(CC(=O)[O-])C